O1C(C1)C1=CC=C(C=C1)C1=NN(C=N1)C1=CC=C(C=C1)OC(C(F)(F)F)(F)F 3-(4-(oxiran-2-yl)phenyl)-1-(4-(perfluoroethoxy)phenyl)-1H-1,2,4-triazole